C(C)(C)(C)OC(=O)N[C@@H]1[C@@H](CC2=CC=CC=C12)OCC#CCO[C@H]1[C@H](C2=CC=CC=C2C1)NC(OC(C)(C)C)=O tert-Butyl [(1S,2R)-2-[(4-{[(1S,2R)-1-{[(tert-butoxy)carbonyl]amino}-2,3-dihydro-1H-inden-2-yl]oxy}but-2-yn-1-yl)oxy]-2,3-dihydro-1H-inden-1-yl]carbamate